C(C1CO1)ON glycidoxyamine